C(C1=CC=CC=C1)[C@H](CC(=O)OC(C)(C)C)C(=O)N1C[C@@](CCC1)(CC1=CC=C(C=C1)Cl)N(C([C@H](COC)NC([C@H](C)NC(=O)OC(C)(C)C)=O)=O)C tert-Butyl (R)-3-benzyl-4-((R)-3-((S)-2-((S)-2-((tert-butoxycarbonyl)amino)propanamido)-3-methoxy-N-methylpropanamido)-3-(4-chlorobenzyl)piperidin-1-yl)-4-oxobutanoate